thiodiethylene (3,5-di-tert-butyl-4-hydroxyhydrocinnamate) C(C)(C)(C)C=1C=C(CCC(=O)O)C=C(C1O)C(C)(C)C.S(C=C)C=C